N-((4-chlorothieno[3,2-c]pyridin-2-yl)methyl)-1-((6-cyclopropylimidazo[1,2-a]pyridin-2-yl)methyl)-1H-1,2,3-triazole-4-carboxamide ClC1=NC=CC2=C1C=C(S2)CNC(=O)C=2N=NN(C2)CC=2N=C1N(C=C(C=C1)C1CC1)C2